N1(CCC2(CC1)CC=1C(=NC=CC1)C2)C(=O)[O-] 5,7-dihydrospiro[cyclopenta[b]pyridine-6,4'-piperidine]-1'-carboxylate